bis(1,2-bis(diphenylphosphino)ethane) palladium [Pd].C1(=CC=CC=C1)P(CCP(C1=CC=CC=C1)C1=CC=CC=C1)C1=CC=CC=C1.C1(=CC=CC=C1)P(CCP(C1=CC=CC=C1)C1=CC=CC=C1)C1=CC=CC=C1